ClC1=CC=C(C=C1)C=1N=CN(C1)[C@@H]1CC[C@H](CC1)NC(OC(C)(C)C)=O tert-butyl trans-4-(4-(4-chlorophenyl)-1H-imidazol-1-yl)cyclohexylcarbamate